rhodium hydroxy(1,5-cyclooctadiene) rhodium [Rh].OC1=CCCC=CCC1.[Rh]